FC1=C(C(=O)N([C@H]2CNCCC2)C2=NC=CC3=CC=CC(=C23)C)C=CC(=C1)NC=1NC(C=CC1)=O (R)-2-fluoro-N-(8-methylisoquinolin-1-yl)-4-((6-oxo-1,6-dihydropyridin-2-yl)amino)-N-(piperidin-3-yl)benzamide